C1=C(C=CC2=CC(=CC=C12)C1=CC=C(C=C1)N(C1=CC2=C(OC3=C2C=CC=C3)C=C1)C1=CC=3C(C2=CC=CC=C2C3C=C1)(C)C)C1=CC3=CC=CC=C3C=C1 N-[4-(2,2'-binaphthyl-6-yl)phenyl]-N-(9,9'-dimethyl-9H-fluoren-2-yl)dibenzofuran-2-amine